(2,2,3,3-tetrafluoro-1,4-benzodioxin-6-yl)-[4-(2-tetrahydropyran-4-yl-3H-imidazo[4,5-b]pyridin-7-yl)-1-piperidyl]methanone FC1(C(OC2=C(O1)C=CC(=C2)C(=O)N2CCC(CC2)C2=C1C(=NC=C2)NC(=N1)C1CCOCC1)(F)F)F